2-[3-(2-trifluoromethoxy-phenyl)-[1,2,4]oxadiazol-5-yl]-ethylamine hydrochloride Cl.FC(OC1=C(C=CC=C1)C1=NOC(=N1)CCN)(F)F